ClC1=CC=C(C=C1)C1=C(CCC(C1)(C)C)CN1C2CN(CC1CC2)C=2C=C1CN(CC1=CC2F)C2C(NC(CC2)=O)=O 5-(8-((4'-chloro-5,5-dimethyl-3,4,5,6-tetrahydro-[1,1'-biphenyl]-2-yl)methyl)-3,8-diazabicyclo[3.2.1]octane-3-yl)-2-(2,6-dioxopiperidin-3-yl)-6-fluoroisoindoline